[2-(2,2-difluoro-2-phenylethyl)-2H-indazol-4-yl]boronic acid FC(CN1N=C2C=CC=C(C2=C1)B(O)O)(C1=CC=CC=C1)F